(3S,4S)-3,4-difluoropyrrole FC1=CNC=C1F